(Acetylacetone) Bis(6-methyl-4-phenylpyrimidinat) Iridium (III) [Ir+3].CC1=CC(=NC(=N1)C(=O)[O-])C1=CC=CC=C1.CC1=CC(=NC(=N1)C(=O)[O-])C1=CC=CC=C1.C(C)(=O)CC(C)=O